4-(4-([1,1'-biphenyl]-4-ylmethyl)-4H-thieno[3,2-b]pyrrole-3-carboxamido)bicyclo[2.2.2]octane-1-carboxylic acid C1(=CC=C(C=C1)CN1C2=C(C=C1)SC=C2C(=O)NC21CCC(CC2)(CC1)C(=O)O)C1=CC=CC=C1